C(C)OC1=C(C=CC=C1)CC(=O)OC methyl (2-ethoxyphenyl)acetate